BrC1=CC=2N=CN=C(C2N=C1Cl)NC1=CC(=C(C=C1)OC1=CC=2N(C=C1)N=CN2)C 7-bromo-6-chloro-N-(3-methyl-4-{[1,2,4]triazolo[1,5-a]pyridin-7-yloxy}phenyl)pyrido[3,2-d]pyrimidin-4-amine